5-(N-(4-fluoro-3-methoxyphenylethyl)sulfamoyl)-3-methylbenzofuran-2-carboxylic acid ethyl ester C(C)OC(=O)C=1OC2=C(C1C)C=C(C=C2)S(NCCC2=CC(=C(C=C2)F)OC)(=O)=O